C(CCC)OC(NC[C@H]1C[C@H]([C@@H]2OC(O[C@@H]21)(C)C)N2C=C1C(CCNC=3C1=C2N=CN3)C)=O Butyl-(((3aR,4R,6R,6aS)-2,2-dimethyl-6-(9-methyl-6,7,8,9-tetrahydro-2H-2,3,5,6-tetraazabenzo[cd]azulen-2-yl)tetrahydro-4H-cyclopenta[d][1,3]dioxol-4-yl)methyl)carbamate